7-((6-(4-((dimethylamino)methyl)piperidin-1-yl)-5-methylpyridin-3-yl)methyl)-2-(pentan-3-yloxy)imidazo[2,1-f][1,2,4]triazin-4-amine CN(C)CC1CCN(CC1)C1=C(C=C(C=N1)CC1=CN=C2C(=NC(=NN21)OC(CC)CC)N)C